5,9,11-trimethyl-12-phenyl-5-(selenocyanatomethyl)indolo[2,1-a]isoquinolin-6(5H)-one CC1(C(N2C(C=3C=CC=CC13)=C(C=1C(=CC(=CC12)C)C)C1=CC=CC=C1)=O)C[Se]C#N